[Ag]C#N silver cyanide